magnesium di(iso-propoxide) CC([O-])C.CC([O-])C.[Mg+2]